2-Bromo-3-(methylsulfanyl)-N-(1-methyl-1H-tetrazol-5-yl)-4-(trifluoromethyl)benzamide BrC1=C(C(=O)NC2=NN=NN2C)C=CC(=C1SC)C(F)(F)F